tert-butyl 6-(2-{[(2R,7aS)-2-fluoro-hexahydro-1H-pyrrolizin-7a-yl]methoxy}-8-fluoro-7-(3-hydroxynaphthalen-1-yl)pyrido[4,3-d]pyrimidin-4-yl)-3-azabicyclo[4.1.0]heptane-3-carboxylate F[C@@H]1C[C@@]2(CCCN2C1)COC=1N=C(C2=C(N1)C(=C(N=C2)C2=CC(=CC1=CC=CC=C21)O)F)C21CCN(CC1C2)C(=O)OC(C)(C)C